4,4-(hexafluoroisopropylidene)diphenol C1=CC(=CC=C1C(C2=CC=C(C=C2)O)(C(F)(F)F)C(F)(F)F)O